2-({α-D-mannopyranosyl-(1->3)-[α-D-mannopyranosyl-(1->6)]-α-D-mannopyranosyl}oxy)ethan-1-amine [C@H]1([C@@H](O)[C@@H](O)[C@H](O)[C@H](O1)CO)O[C@@H]1[C@@H]([C@H](O[C@@H]([C@H]1O)CO[C@@H]1[C@@H](O)[C@@H](O)[C@H](O)[C@H](O1)CO)OCCN)O